2-(2-(4-methylphenyl)ethyl)anthra[1,2-b:5,6-b']dithiophene CC1=CC=C(C=C1)CCC1=CC2=C(S1)C1=CC=3C=CC4=C(SC=C4)C3C=C1C=C2